C(=O)(O)C1=C(C=C(C=C1)C(=O)ON1C(CCC1=O)=O)C1=C2C=C3C(=CC([N+](=C3C=C2OC2=C1C=C1C(=CC(N(C1=C2)C)(C)C)CS(=O)(=O)O)C)(C)C)CS(=O)(=O)[O-] [6-(2-carboxy-5-{[(2,5-dioxopyrrolidin-1-yl)oxy]carbonyl}phenyl)-1,2,2,10,10,11-hexamethyl-8-(sulfomethyl)-10,11-dihydro-2H-pyrano[3,2-g:5,6-g']diquinolin-1-ium-4-yl]methanesulfonate